Phosphoric acid bis(2-chloroethyl) ester ClCCOP(OCCCl)(O)=O